2-chloro-3-(isopropylsulfinyl)-N-(1-methyl-1H-1,2,4-triazol-5-yl)-4-(methylsulfonyl)benzamide ClC1=C(C(=O)NC2=NC=NN2C)C=CC(=C1S(=O)C(C)C)S(=O)(=O)C